DiTBDMSbenzindenetriol [Si](C)(C)(C(C)(C)C)C=1C(=C2C(=C(C(C2=C2C1C=CC=C2)O)O)O)[Si](C)(C)C(C)(C)C